O1CCC(CC1)OC1=C(C#N)C=CC=C1 2-((tetrahydro-2H-pyran-4-yl)oxy)benzonitrile